C(C1=CC=CC=C1)OC(NCCCC[C@@H](C(=O)N(CC=1SC=CC1)CC=1SC=CC1)N(C)C(=O)OC(C)(C)C)=O benzyl{(5S)-6-[bis(2-thienylmethyl)amino]-5-[(tert-butoxycarbonyl) (methyl)amino]-6-oxohexyl}carbamate